O=C1N(CC2=CC=C(C=C12)CCCCCCC(N1CCC(CC1)N1N=CC(=C1)C1=NC2=CC=CC=C2C=C1)=O)C1C(NC(CC1)=O)=O 3-(1-oxo-6-(7-oxo-7-(4-(4-(quinolin-2-yl)-1H-pyrazol-1-yl)piperidin-1-yl)heptyl)isoindolin-2-yl)piperidine-2,6-dione